2-(difluoromethoxy)-N-[(1R,2S)-2-fluorocyclopropyl]-4-[7-(3-hydroxy-3-methylbutan-2-yl)oxyimidazo[1,2-b]pyridazin-3-yl]-6-methoxybenzamide FC(OC1=C(C(=O)N[C@H]2[C@H](C2)F)C(=CC(=C1)C1=CN=C2N1N=CC(=C2)OC(C)C(C)(C)O)OC)F